[18F]C1=CC=C(N)C=C1 4-[18F]fluoroaniline